FC1(CN(CC1)C=1C=2N(N=C(C1)C=1C(NC(NC1)=O)=O)C=CN2)COC 5-[8-[3-fluoro-3-(methoxymethyl)pyrrolidin-1-yl]imidazo[1,2-b]pyridazin-6-yl]-1H-pyrimidine-2,4-dione